6-(1-(3-Chloropyridin-2-yl)-3-(thietan-3-yloxy)-1H-pyrazol-5-carboxamido)-N-(1-cyclopropylethyl)-5-methylpyrazolo[1,5-a]pyridin-7-carboxamid ClC=1C(=NC=CC1)N1N=C(C=C1C(=O)NC=1C(=CC=2N(C1C(=O)NC(C)C1CC1)N=CC2)C)OC2CSC2